FC(C=1C=C(C(=O)NC=2C(=CC(=C(C2)B(O)O)C)F)C=CC1)F (5-(3-(difluoromethyl)benzamido)-4-fluoro-2-methylphenyl)boronic acid